2-methoxycyclohexyl dimethylphosphinate CP(OC1C(CCCC1)OC)(=O)C